N[C@@H]1CN(CCC1)C1=CN=CC(=N1)NC1=NNC(=C1)OC(F)F (S)-6-(3-aminopiperidin-1-yl)-N-(5-(difluoromethoxy)-1H-pyrazol-3-yl)pyrazin-2-amine